ClC1=C(OCC(=O)O)C(=CC(=C1)C(CC(C)(C)C)(C)C)Cl 2,6-Dichloro-4-(1,1,3,3-tetramethylbutyl)phenoxyacetic acid